O1CCN(CC1)C1=CC=C(C=C1)NC=1C=2N(C=C(N1)C1=CC=C(C(=O)N)C=C1)N=CN2 4-(8-((4-morpholinophenyl)amino)-[1,2,4]triazolo[1,5-a]pyrazin-6-yl)benzamide